propylene monocaprylate C(CCCCCCC)(=O)O.C=CC